1-methyl-2-oxo-1,2-dihydro-1,5-naphthyridin-4-yl trifluoromethanesulfonate FC(S(=O)(=O)OC1=CC(N(C2=CC=CN=C12)C)=O)(F)F